O=C1OB(OC(CSC1)=O)[C@H](CC(C)C)NC([C@H]([C@@H](C)O)NC(C1=NC(=CC=C1)C1=CC=CC=C1)=O)=O N-((2S,3R)-1-(((R)-1-(4,8-dioxo-1,3,6,2-dioxathiaborocan-2-yl)-3-methylbutyl)amino)-3-hydroxy-1-oxobutan-2-yl)-6-phenylpicolinamide